(8R,9R,10S)-9-(4-bromophenyl)-3-[(dimethylamino)methyl]-10-(hydroxymethyl)-N-(4-methoxyphenyl)-1,6-diazabicyclo[6.2.0]decane-6-carboxamide BrC1=CC=C(C=C1)[C@@H]1[C@@H]2CN(CCC(CN2[C@@H]1CO)CN(C)C)C(=O)NC1=CC=C(C=C1)OC